(2S,3S)-3-hydroxy-2-((6-((6-methoxy-2-methyl-1,2,3,4-tetrahydroisoquinolin-7-yl)amino)-1H-pyrazolo[3,4-d]pyrimidin-1-ylmethyl)pyrrolidin-1-yl)ethan-1-one O[C@@H]1[C@@H](N(CC1)CC=O)CN1N=CC=2C1=NC(=NC2)NC2=C(C=C1CCN(CC1=C2)C)OC